tert-Butyl (2-((1-(5-((2-amino-2-oxo-1-phenylethyl)thio)-2,4-dicyano-3-ethylphenyl) piperidin-4-yl)oxy)ethyl)carbamate NC(C(C1=CC=CC=C1)SC=1C(=C(C(=C(C1)N1CCC(CC1)OCCNC(OC(C)(C)C)=O)C#N)CC)C#N)=O